C1(CCCCC1)C#CI 2-cyclohexylethynyl-iodine